NC1=NC(=C(C(=C1C#N)C1=NC=C(C=C1)C1COCC1)C#N)SCC=1C=NC=CC1 2'-amino-6'-((pyridin-3-ylmethyl)thio)-5-(tetrahydrofuran-3-yl)-[2,4'-bipyridine]-3',5'-dicarbonitrile